9b-amino-4b-hydroxy-7-isopropyl-4b,9b-dihydro-10H-indeno[1,2-b]benzofuran-10-one NC12C(OC3=C1C=CC(=C3)C(C)C)(C3=CC=CC=C3C2=O)O